2,5-dichloro-1-(2-ethoxyethyl)-1H-indole-3-carboxaldehyde ClC=1N(C2=CC=C(C=C2C1C=O)Cl)CCOCC